C(C)OC(=O)C=1C(N(C(=C(C1)Br)CBr)C1=CC=C(C=C1)F)=O 5-bromo-6-(bromomethyl)-1-(4-fluorophenyl)-2-oxo-1,2-dihydropyridine-3-carboxylic acid ethyl ester